tert-butyl ((1r,4r)-4-((6-(4-(2-chlorophenylsulfonamido)-2-methylphenyl)-8-ethylquinazolin-2-yl)amino)cyclohexyl)carbamate ClC1=C(C=CC=C1)S(=O)(=O)NC1=CC(=C(C=C1)C=1C=C2C=NC(=NC2=C(C1)CC)NC1CCC(CC1)NC(OC(C)(C)C)=O)C